[Ru](Cl)Cl.N1=CC=CC2=CC=C3C=CC=NC3=C12.N1=CC=CC2=CC=C3C=CC=NC3=C12.N1=CC=CC2=CC=C3C=CC=NC3=C12 tris(1,10-phenanthroline) ruthenium (II) dichloride